1-mesityl-4,5-dihydroimidazole C1(=C(C(=CC(=C1)C)C)N1C=NCC1)C